tert-butyl 4-(hydroxyimino)piperidine-1-carboxylate ON=C1CCN(CC1)C(=O)OC(C)(C)C